1,2-dimethoxyethane thulium [Tm].COCCOC